CC=1C(=CC=C2C=NNC12)C(=O)OC methyl 7-methyl-1H-indazole-6-carboxylate